S1C(=NC2=C1C=CC=C2)NC2=C(C1=C(N=N2)N(CC1)C=1SC(=C(N1)C(=O)O)CCCOC1=C(C=C(C=C1)C#CCN(C)C)F)C {3-[(1,3-benzothiazol-2-yl)amino]-4-methyl-5H,6H,7H-pyrrolo[2,3-c]pyridazin-7-yl}-5-(3-{4-[3-(dimethylamino)prop-1-yn-1-yl]-2-fluorophenoxy}propyl)-1,3-thiazole-4-carboxylic acid